ClC1=C2C(=NC=C1)N(C=C2C2=NC=CC=C2F)COCC[Si](C)(C)C 2-[[4-chloro-3-(3-fluoro-2-pyridyl)pyrrolo[2,3-b]pyridin-1-yl]methoxy]ethyl-trimethyl-silane